N-(4-(1-(2-HYDROXY-2-METHYLPROPANOYL)-1,2,3,6-TETRAHYDROPYRIDIN-4-YL)PHENYL)-4,6-DIHYDRO-5H-PYRROLO[3,4-D]THIAZOLE-5-CARBOXAMIDE OC(C(=O)N1CCC(=CC1)C1=CC=C(C=C1)NC(=O)N1CC=2N=CSC2C1)(C)C